6-chloro-3-(((1R)-1-(2-cyano-3-(decahydro-2H-cycloocta[c]pyrrol-2-yl)-7-methylquinoxalin-5-yl)ethyl)amino)picolinic acid ClC1=CC=C(C(=N1)C(=O)O)N[C@H](C)C1=C2N=C(C(=NC2=CC(=C1)C)C#N)N1CC2C(C1)CCCCCC2